(boranetriyltris(oxy))tris(propane-3,1-diyl) triacrylate C(C=C)(=O)OCCCOB(OCCCOC(C=C)=O)OCCCOC(C=C)=O